C(C)OCCNC(=O)N1C(CN(CC1)C1=CC2=C(N(C(O2)=O)C)C=C1)(C)C N-(2-Ethoxyethyl)-2,2-dimethyl-4-(3-methyl-2-oxo-1,3-benzoxazol-6-yl)piperazine-1-carboxamide